BrC1=CC=C(C=C1)N1CC(CS(C2=C1C=C(C(=C2)O)SC)(=O)=O)(CC)CCCC 5-(4-Bromophenyl)-3-butyl-3-ethyl-8-hydroxy-7-(methylsulfanyl)-2,3,4,5-tetrahydro-1,5-benzothiazepine 1,1-dioxide